1-bromo-5-chloro-4-(methylsulfonyl)-2-nitrobenzene BrC1=C(C=C(C(=C1)Cl)S(=O)(=O)C)[N+](=O)[O-]